maleic acid bis(2-hydroxyethyl) ester OCCOC(\C=C/C(=O)OCCO)=O